sodium-oxide [O-2].[Na+].[Na+]